N=1C=CN2C1C=CC(=C2)C=2C=CN1N=C(N=CC12)N[C@@H]1CC[C@H](CC1)N1CCOCC1 5-(imidazo[1,2-a]pyridin-6-yl)-N-(trans-4-morpholinocyclohexyl)pyrrolo[2,1-f][1,2,4]triazin-2-amine